ClC1=CC=2C(N=C1C1=CC(=CC3=CC=CC=C13)O)=NSC2N2[C@H](CN(CC2)C(C=C)=O)C 1-((3S)-4-(5-chloro-6-(3-hydroxy-1-naphthalenyl)[1,2]thiazolo[3,4-b]-pyridin-3-yl)-3-methyl-1-piperazinyl)-2-propen-1-one